N-(2,8-dimethylimidazo[1,2-a]pyridin-6-yl)-1,1-diphenylmethanimine CC=1N=C2N(C=C(C=C2C)N=C(C2=CC=CC=C2)C2=CC=CC=C2)C1